1-(4-((4-((adamantan-1-yl)amino)butyl)amino)phenyl)dihydropyrimidine-2,4(1H,3H)-dione C12(CC3CC(CC(C1)C3)C2)NCCCCNC2=CC=C(C=C2)N2C(NC(CC2)=O)=O